NC1=NNC2=CC=CC(=C12)C=1C=C2C=CC=C(C2=CC1)C(=O)NC1=CC(=C(C=C1)F)C 6-(3-amino-1H-indazol-4-yl)-N-(4-fluoro-3-methylphenyl)-1-naphthalenecarboxamide